2-(2-(2-fluoroethoxy)phenyl)-4,4,5,5-tetramethyl-1,3,2-dioxaborolan FCCOC1=C(C=CC=C1)B1OC(C(O1)(C)C)(C)C